3''-chloro-3-(2-hydroxypropan-2-yl)-5',6''-dimethyl-4''-((pyridin-2-yl)methoxy)-2H,2''H-[1,2':4',1''-terpyridine]-2,2''-dione ClC=1C(N(C(=CC1OCC1=NC=CC=C1)C)C1=CC(=NC=C1C)N1C(C(=CC=C1)C(C)(C)O)=O)=O